tert-butyl (2-(3-isobutyl-5-(pyridin-4-yl)-1H-pyrrolo[2,3-b]pyridin-1-yl)ethyl)carbamate C(C(C)C)C1=CN(C2=NC=C(C=C21)C2=CC=NC=C2)CCNC(OC(C)(C)C)=O